4-((1R,3R)-3-(1-isopropyl-3-(5-(trifluoromethyl)pyridin-3-yl)-1H-1,2,4-triazol-5-yl)cyclopentyl)morpholine C(C)(C)N1N=C(N=C1[C@H]1C[C@@H](CC1)N1CCOCC1)C=1C=NC=C(C1)C(F)(F)F